methyl 3-((6-(5-((((R)-1-(2-chlorophenyl) ethoxy)carbonyl)amino)-1-methyl-1H-1,2,3-triazol-4-yl)-2-methylpyridin-3-yl)carbamoyl)-2,2-difluorocyclopropane-1-carboxylate ClC1=C(C=CC=C1)[C@@H](C)OC(=O)NC1=C(N=NN1C)C1=CC=C(C(=N1)C)NC(=O)C1C(C1C(=O)OC)(F)F